CC1(COB(O1)C=1C=C(C=CC1OC1=C(C=C(C=C1C)F)C)C(C)(C)O)C 2-(3-(5,5-dimethyl-1,3,2-dioxaborolan-2-yl)-4-(4-fluoro-2,6-dimethylphenoxy)phenyl)propan-2-ol